tert-butyl (S)-3-(((methylsulfonyl)oxy)methyl)piperidine-1-carboxylate CS(=O)(=O)OC[C@@H]1CN(CCC1)C(=O)OC(C)(C)C